CC=1C(NC2=CC=CC=C2N1)=O 3-methylquinoxalin-2(1H)-one